ClC1=C(C=C(C(=O)N2CCC3(CC2)CCCCC3)C=C1)N1C(NC(CC1)=O)=O 3-(4-Chloro-3-(2,4-dioxotetrahydropyrimidin-1(2H)-yl)benzoyl)-3-azaspiro[5.5]undecane